Tert-Butyl (14-((4-amino-3-methylphenyl)sulfonamido)-3,6,9,12-tetraoxatetradecyl)carbamate NC1=C(C=C(C=C1)S(=O)(=O)NCCOCCOCCOCCOCCNC(OC(C)(C)C)=O)C